ClC1=C(C=CC=C1)C1=NC=2N(C(N(C(C2N1C1=CC=C(C=C1)Cl)=O)CC(=O)OC)=O)CC1=CC=C(C=C1)C=O methyl 2-[8-(2-chlorophenyl)-7-(4-chlorophenyl)-3-[(4-formylphenyl)methyl]-2,6-dioxo-2,3,6,7-tetrahydro-1H-purin-1-yl]acetate